3-(3-(4-(((Tert-butyldimethylsilyl)oxy)methyl)phenyl)-5-morpholino-3H-imidazo[4,5-b]pyridin-2-yl)pyridin-2-amine [Si](C)(C)(C(C)(C)C)OCC1=CC=C(C=C1)N1C(=NC=2C1=NC(=CC2)N2CCOCC2)C=2C(=NC=CC2)N